2-[4-[(E)-3-(4-Methylsulfanylphenyl)-3-oxoprop-1-enyl]phenoxy]prop-2-enoic acid CSC1=CC=C(C=C1)C(/C=C/C1=CC=C(OC(C(=O)O)=C)C=C1)=O